C(C)(C)(C)C=1C(=C(C=CC1)O)CC tert-butyl-ethylphenol